(3,4-dihydroisoquinolin-2(1H)-yl)-5-hydroxyazepine-1-carboxylic acid tert-butyl ester C(C)(C)(C)OC(=O)N1C(=CC=C(C=C1)O)N1CC2=CC=CC=C2CC1